C(C)(C)(C)SC(SCCC(=O)O)=S 3-[[[(tert-butyl)thio]thioxomethyl]thio]propionic acid